C(C)(C)(C)N1C[C@H]([C@@H](C1)C1=CC=CC=C1)C(=O)N[C@@H]1C[C@H](C1)OC=1C=NC=CC1 |r| tert-Butyl-(±)-trans-4-phenyl-N-[trans-3-(pyridin-3-yloxy)cyclobutyl]pyrrolidine-3-carboxamide